C(C)N1N=C(C(=C1)C1=NC(=NC=C1)NC1=CC=C2CCCN(C2=C1)C(=O)OC(C)(C)C)C=1C=NC=CC1 tert-Butyl 7-((4-(1-ethyl-3-(pyridin-3-yl)-1H-pyrazol-4-yl)pyrimidin-2-yl)amino)-3,4-dihydroquinoline-1(2H)-carboxylate